ClC=1C=CC2=C(N=C(O2)C2CC3(CC(C3)NC(=O)C3=CC(=NC=C3)N(C)C)C2)C1 N-[6-(5-chloro-1,3-benzoxazol-2-yl)spiro[3.3]heptan-2-yl]-2-(dimethylamino)pyridine-4-carboxamide